C(C)O[C@H]1CC[C@H](CC1)NC1=NN2C(C=N1)=C(C=C2)C=2C=C1C(=NC2)N=C(N1C1CCOCC1)C N-(cis-4-ethoxycyclohexyl)-5-(2-methyl-1-(tetrahydro-2H-pyran-4-yl)-1H-imidazo[4,5-b]pyridin-6-yl)pyrrolo[2,1-f][1,2,4]triazin-2-amine